C(C1=CC=CC=C1)OC1=C(C(=CC(=C1)C)C)Br 1-(benzyloxy)-2-bromo-3,5-dimethylbenzene